9-(3-(9H-carbazol-9-yl)phenyl)-9H-carbazole C1=CC=CC=2C3=CC=CC=C3N(C12)C=1C=C(C=CC1)N1C2=CC=CC=C2C=2C=CC=CC12